4-(4-chloro-6-(6-((5-fluoro-6-methoxypyridin-3-yl)methyl)-3,6-diazabicyclo[3.1.1]heptan-3-yl)pyridin-3-yl)-6-(2-hydroxy-2-methylpropyloxy)pyrazolo[1,5-a]pyridine-3-carbonitrile ClC1=C(C=NC(=C1)N1CC2N(C(C1)C2)CC=2C=NC(=C(C2)F)OC)C=2C=1N(C=C(C2)OCC(C)(C)O)N=CC1C#N